(S)-N-hydroxy-1-(4-((7-methoxy-1,8-naphthyridin-4-yl)oxy)phenyl)pyrrolidine-2-carboxamide ONC(=O)[C@H]1N(CCC1)C1=CC=C(C=C1)OC1=CC=NC2=NC(=CC=C12)OC